N-[3-(2-chloro-5-fluorophenyl)-6-[(2,2-difluoroethyl)amino]-7-hydroxy-1-oxo-2,3-dihydro-1H-isoindol-4-yl]-5-fluoro-3-(trifluoromethyl)benzamide ClC1=C(C=C(C=C1)F)C1NC(C2=C(C(=CC(=C12)NC(C1=CC(=CC(=C1)F)C(F)(F)F)=O)NCC(F)F)O)=O